dibenzyl (2S,4R)-4-[[(2S)-2-(tert-butoxycarbonylamino)-3-methyl-butanoyl]-methyl-amino]-2-[4-(4,4,5,5-tetramethyl-1,3,2-dioxaborolan-2-yl)butyl]pyrrolidine-1,2-dicarboxylate C(C)(C)(C)OC(=O)N[C@H](C(=O)N([C@@H]1C[C@](N(C1)C(=O)OCC1=CC=CC=C1)(C(=O)OCC1=CC=CC=C1)CCCCB1OC(C(O1)(C)C)(C)C)C)C(C)C